OC[C@H]1C[C@H](CC1)N1C(NC=2C=NC=3C(=CC=CC3C21)OC)=O 1-((1S,3R)-3-(hydroxymethyl)cyclopentyl)-6-methoxy-1,3-dihydro-2H-imidazo[4,5-c]quinolin-2-one